C(C)(=O)OC1=CC=2CN(CCC2S1)[C@@H](C(=O)C1CC1)C1=C(C=CC=C1)F |r| (RS)-5-[2-cyclopropyl-1-(2-fluorophenyl)-2-oxoethyl]-4,5,6,7-tetrahydrothieno[3,2-c]pyridine-2-yl acetate